NC(C1=NC=CC(=C1)NS(=O)(=O)C1CC1)C1CCOCC1 N-(2-(amino(tetrahydro-2H-pyran-4-yl)methyl)pyridin-4-yl)cyclopropanesulfonamide